tert-butyl (R)-3-(2-(isoindolin-2-yl)isonicotinamido)pyrrolidine-1-carboxylate C1N(CC2=CC=CC=C12)C=1C=C(C(=O)N[C@H]2CN(CC2)C(=O)OC(C)(C)C)C=CN1